6-bromo-8-chloro-5'-fluoro-1,5-dioxo-1,5-dihydro-2H-spiro[imidazo[1,5-a]pyridine-3,3'-indoline]-1'-carboxylic acid tert-butyl ester C(C)(C)(C)OC(=O)N1CC2(C3=CC(=CC=C13)F)NC(C=1N2C(C(=CC1Cl)Br)=O)=O